C(=O)(O)SSSSC(=O)O tetrathiobisformic acid